1-(4-(1-(sec-butyl)-6-((5-methylthiazol-2-yl)amino)-1H-pyrrolo[3,2-c]pyridin-4-yl)-3,6-dihydropyridin-1(2H)-yl)prop-2-en-1-one C(C)(CC)N1C=CC=2C(=NC(=CC21)NC=2SC(=CN2)C)C=2CCN(CC2)C(C=C)=O